Trans-3-(2-chloro-4-(trifluoromethyl)phenoxy)cyclobutanecarboxylic acid ethyl ester C(C)OC(=O)[C@@H]1C[C@H](C1)OC1=C(C=C(C=C1)C(F)(F)F)Cl